NC=1C=C(C=C2C=C(N=CC12)NC(=O)[C@H]1[C@@H](C1)C#N)C1=CC=NC2=CC=CC=C12 trans-N-(8-amino-6-(quinolin-4-yl)isoquinolin-3-yl)-2-cyanocyclopropane-1-carboxamide